vinylbenzyldimethyl-sulfopropyl-ammonium C(=C)C(CC[N+](C)(C)CC1=CC=CC=C1)S(=O)(=O)O